C(C=C)N(CCS)CC=C 2-(diallylamino)ethanethiol